CC1=CCN(O1)C1=CC=C2C=NC(=NC2=C1)C1=CC(=CC(=C1)C(F)(F)F)N1C=NC(=C1)C 5-methyl-N-(2-(3-(4-methyl-1H-imidazol-1-yl)-5-(trifluoromethyl)phenyl)quinazolin-7-yl)isoxazole